diisobutylammonium hydride [H-].C(C(C)C)[NH2+]CC(C)C